CP(=O)(C)C=1C=C2C=NC(=NC2=CC1)C 6-(dimethylphosphoryl)-2-methylquinazolin